O1-tert-butyl O2-methyl (2S)-4-allyloxypyrrolidine-1,2-dicarboxylate C(C=C)OC1C[C@H](N(C1)C(=O)OC(C)(C)C)C(=O)OC